(R)-2-Ethyl-6-fluoro-2,3,4,5-tetrahydropyrido[3,4-f][1,4]oxazepine C(C)[C@H]1OC2=C(CNC1)C(=NC=C2)F